C(C)(C)(C)OC(=O)N1CCC(=CC1)CCl 4-(chloromethyl)-3,6-dihydropyridine-1(2H)-carboxylic acid tert-butyl ester